8-((2-hydroxyethyl)thio)-7-methoxypyrido[4,3-d]pyrimidine-2,4-diol OCCSC1=C(N=CC2=C1N=C(N=C2O)O)OC